CC1=CC=CC(=N1)C1=C(N=CN1)C=1C=C2C=C(C=NC2=CC1)C=1C=NC(=NC1)N1CCNCC1 6-[5-(6-methyl-2-pyridyl)-1H-imidazol-4-yl]-3-(2-piperazin-1-ylpyrimidin-5-yl)quinoline